OC=1C=C2C=CC(=CC2=CC1)C(C1=CC=CC=C1)(C1=CC=CC=C1)C1=CC2=CC=C(C=C2C=C1)O di-(6-hydroxy-2-naphthyl)-diphenylmethane